C(C)SC1=NC=2C(=CC3=C(C2C=N1)COC3)F 3-ethylsulfanyl-5-fluoro-7,9-dihydrofuro[3,4-f]quinazoline